(2,3,4,5,6-pentafluorophenyl) 4-[5-(difluoromethyl)-1,3,4-thiadiazol-2-yl]-8-fluoro-2-methyl-quinazoline-6-sulfonate FC(C1=NN=C(S1)C1=NC(=NC2=C(C=C(C=C12)S(=O)(=O)OC1=C(C(=C(C(=C1F)F)F)F)F)F)C)F